O1C(=CC=C1)[N+]1=CC2=CC=CC=C2C=C1 N-(2-furyl)isoquinolinium